CC(C)[Si](C(C)C)(C(C)C)C#CC1=C2C=CC(=CC2=CC=C1)O 5-{[tri(propan-2-yl)silyl]ethynyl}naphthalen-2-ol